FC=1C(=CC=C2C(=NC(=NC12)OC[C@H]1N(CCC1)C)N1C[C@H]2CC[C@@H](C1)N2C(C(=O)NC2=NC=CC=C2)=O)C2=CC(=CC1=CC=CC=C21)O 2-((1R,5S)-3-(8-fluoro-7-(3-hydroxynaphthalen-1-yl)-2-(((S)-1-methylpyrrolidin-2-yl)methoxy)quinazolin-4-yl)-3,8-diazabicyclo[3.2.1]octan-8-yl)-2-oxo-N-(pyridin-2-yl)acetamide